Methyl 5-amino-2-[6-(1,1-difluoropropyl) pyridin-3-yl]benzoate NC=1C=CC(=C(C(=O)OC)C1)C=1C=NC(=CC1)C(CC)(F)F